2-[[8-(4-amino-3-chloro-phenyl)-3-oxo-1H-benzo[e]isoindol-2-yl]methyl]prop-2-enenitrile NC1=C(C=C(C=C1)C=1C=CC2=C(C=3CN(C(C3C=C2)=O)CC(C#N)=C)C1)Cl